6-methyl-5-(piperidin-1-yl)pyrazine-2-carboxamide CC1=C(N=CC(=N1)C(=O)N)N1CCCCC1